(1R,3S)-3-{5-[(2,2-dioxo-1,3-dihydro-2λ6-benzo[c]thiophen-4-yl)amino]-1-(2-methylprop-2-yl)pyrazol-3-yl}cyclopentyl (prop-2-ylamino)methanoate CC(C)NC(=O)O[C@H]1C[C@H](CC1)C1=NN(C(=C1)NC1=CC=CC=2CS(CC21)(=O)=O)C(C)(C)C